(2R,4S)-1-(9-bromo-1-(3,3-difluorocyclobutyl)-8-methoxy-5,6-dihydroimidazo[5,1-a]isoquinoline-3-carbonyl)-4-hydroxy-2-methylpyrrolidine-2-carboxamide BrC1=C(C=C2CCN3C(C2=C1)=C(N=C3C(=O)N3[C@](C[C@@H](C3)O)(C(=O)N)C)C3CC(C3)(F)F)OC